COC(C1=C(C(=C(C=C1)NC1CC1)N)F)=O 3-amino-4-(cyclopropylamino)-2-fluorobenzoic acid methyl ester